C(C)(C)OC=1C=CC=C2C(=NC=NC12)N1CCC(CC1)CCP(O)(O)=O (2-(1-(8-isopropoxyquinazolin-4-yl)piperidin-4-yl)ethyl)phosphonic acid